C12CNCC(CC1)N2C=2SC=1CN(CCC1N2)C(=O)C2=C(C=CC=C2)C(F)F (2-(3,8-diazabicyclo[3.2.1]octan-8-yl)-6,7-dihydrothiazolo[5,4-c]pyridin-5(4H)-yl)(2-(difluoromethyl)phenyl)methanone